(N-ETHYLACRYLAMIDE) methacrylate C(C(=C)C)(=O)O.C(C)NC(C=C)=O